cyclohexyl methylcarbamate CNC(OC1CCCCC1)=O